4-(4-Cyano-3-hydroxy-quinolin-2-yl)-4-oxo-butyric acid ethyl ester C(C)OC(CCC(=O)C1=NC2=CC=CC=C2C(=C1O)C#N)=O